2-((2R,3R)-3-(2-cyano-5-fluorophenyl)-3-(1,3-dimethyl-1H-pyrazol-4-yl)-1,1,1-trifluoropropan-2-yl)-5-hydroxy-N-(isoxazol-4-yl)-1-methyl-6-oxo-1,6-dihydropyrimidine-4-carboxamide C(#N)C1=C(C=C(C=C1)F)[C@@H]([C@@H](C(F)(F)F)C=1N(C(C(=C(N1)C(=O)NC=1C=NOC1)O)=O)C)C=1C(=NN(C1)C)C